2-(3-cyanophenyl)-6-(5,6-dimethoxybenzimidazol-1-yl)pyridine-3-carboxamide C(#N)C=1C=C(C=CC1)C1=NC(=CC=C1C(=O)N)N1C=NC2=C1C=C(C(=C2)OC)OC